C(C(=C)C)(=O)OC(CC)(C)OCC (3-Ethyloxybutan-3-yl) methacrylate